CC=1N=CC2=CC(=C(C=C2C1)O)C=1N=NC(=CC1)N(C1CC(NC(C1)(C)C)(C)C)C 3-methyl-7-(6-(methyl(2,2,6,6-tetramethylpiperidin-4-yl)amino)pyridazin-3-yl)isoquinolin-6-ol